N-(3-fluoro-4-((3-fluorophenoxy)methyl)phenyl)acrylamide FC=1C=C(C=CC1COC1=CC(=CC=C1)F)NC(C=C)=O